1,4-diamino-1,4-dimethylbutane NC(CCC(C)N)C